FC1=C(C=CC=C1F)NC(=O)N1CC2=C(CC1)SC(=C2)C2=NOC(=N2)C(F)(F)F N-(2,3-difluorophenyl)-2-(5-(trifluoromethyl)-1,2,4-oxadiazol-3-yl)-6,7-dihydrothieno[3,2-c]pyridine-5(4H)-carboxamide